potassium triphosphonomethylamine oxide P(=O)(O)(O)C(P(=O)(O)O)(P(=O)(O)O)[NH2]=O.[K]